C(C=C)(=O)NC1=C(C=CC(=C1)C(=O)N1CCOCC1)NC1=CC(=CN(C1=O)C)C=1C(=C(C=CC1)NC(C1=CC=C(C=C1)C(C)(C)C)=O)C N-(3-(5-((2-acrylamido-4-(morpholine-4-carbonyl)phenyl)amino)-1-methyl-6-oxo-1,6-dihydropyridin-3-yl)-2-methylphenyl)-4-(tert-butyl)benzamide